1-(3-{5-[(3R,5R)-3-amino-5-fluoropiperidine-1-carbonyl]-2-[1-(cyclopropylmethyl)-1H-indol-2-yl]-7-methoxy-1H-1,3-benzodiazol-1-yl}propyl)pyrrolidin-2-one N[C@H]1CN(C[C@@H](C1)F)C(=O)C1=CC2=C(N(C(=N2)C=2N(C3=CC=CC=C3C2)CC2CC2)CCCN2C(CCC2)=O)C(=C1)OC